N1(CCC[C@H]2CCCC[C@H]12)C([C@@H](CCO[Si](C1=CC=CC=C1)(C1=CC=CC=C1)C(C)(C)C)N)=O (2R)-1-[(4aR,8aS)-3,4,4a,5,6,7,8,8a-Octahydro-2H-quinolin-1-yl]-2-amino-4-[tert-butyl(diphenyl)silyl]oxy-butan-1-one